(7S)-2-(((1-((6-fluoropyridin-3-yl)methyl)-1H-pyrazol-4-yl)methyl)amino)-4,7,8-trimethyl-7,8-dihydropteridin-6(5H)-one FC1=CC=C(C=N1)CN1N=CC(=C1)CNC1=NC=2N([C@H](C(NC2C(=N1)C)=O)C)C